C(C)C1=NN2C(C(=CC=C2)COC2=CC=CC(=N2)C2=CCN(C=C2)CC2=NC3=C(N2C[C@H]2OCC2)C=C(C=C3)C(=O)O)=C1 (S)-2-((4-(6-((2-ethylpyrazolo[1,5-a]pyridin-4-yl)methoxy)pyridin-2-yl)pyridin-1-yl)methyl)-1-((oxetan-2-yl)methyl)-1H-benzo[d]imidazole-6-carboxylic acid